1-(5-chloro-3-fluoropyridin-2-yl)-4-(4-chlorobenzyl)-3-(hydroxymethyl)piperazine-2,5-dione ClC=1C=C(C(=NC1)N1C(C(N(C(C1)=O)CC1=CC=C(C=C1)Cl)CO)=O)F